4-[2-[2-[2-[2-(2-azidoethoxy)ethoxy]ethoxy]ethoxy]ethylamino]-2-(2,6-dioxo-3-piperidyl)isoindoline-1,3-dione N(=[N+]=[N-])CCOCCOCCOCCOCCNC1=C2C(N(C(C2=CC=C1)=O)C1C(NC(CC1)=O)=O)=O